N=S1CCNCC2=C1C=CC=C2 1-Imino-1,2,3,5-tetrahydro-4H-1λ4-benzo[f][1,4]thiazepine